CC(=O)C1=CC(=CC(=C1)[N+](=O)[O-])[N+](=O)[O-] 3,5-dinitroacetophenone